(S)-3-((S)-1-hydroxy-2-(tosyloxy)ethyl)-3,4-dihydroisoquinoline-2(1H)-carboxylic acid tert-butyl ester C(C)(C)(C)OC(=O)N1CC2=CC=CC=C2C[C@H]1[C@@H](COS(=O)(=O)C1=CC=C(C)C=C1)O